BrCCCC=C 5-bromopent-1-ene